[C@@]12(C(=O)CC(CC1)C2(C)C)CS(=O)(=O)O (R)-(-)-camphorsulfonic acid